O=C1N(CC=2C=C3C(=CC12)CC1(C3)CNC1)[C@@H]1C(NC(CC1)=O)=O (S)-3-(1'-oxo-5',7'-dihydro-1'H-spiro[azetidine-3,6'-cyclopenta[f]isoindol]-2'(3'H)-yl)piperidine-2,6-dione